6-(2-pyrrolidin-1-ylethyl)nicotinic acid N1(CCCC1)CCC1=NC=C(C(=O)O)C=C1